C(CCCC)OC(CCCCCC)=O enanthic acid pentyl ester